ClC=1C(=NC(=NC1)C1=C(C=C(C=C1C)C)OC)N 5-chloro-2-(2-methoxy-4,6-dimethyl-phenyl)pyrimidin-4-amine